[N+](=O)([O-])C1=CC=C(C=C1)OC(=O)N1N=C(C=C1)C(=O)OC(C)(C)C pyrazole-1,3-dicarboxylic acid 3-(tert-butyl) 1-(4-nitrophenyl) ester